1-methyl-N-(1-methylcyclopropyl)-3-(3-methyl-1,2,4-thiadiazol-5-yl)-2-oxo-benzimidazole-5-sulfonamide CN1C(N(C2=C1C=CC(=C2)S(=O)(=O)NC2(CC2)C)C2=NC(=NS2)C)=O